7-fluoro-benzo[d]isoxazol-3-amine FC1=CC=CC=2C(=NOC21)N